5-methyl-6-[3-(tetrahydrofuran-2-ylmethylamino)-7,8-dihydro-5H-1,6-naphthyridin-6-yl]pyridine-3-carbonitrile CC=1C=C(C=NC1N1CC=2C=C(C=NC2CC1)NCC1OCCC1)C#N